C1=CC=C(C=2OC3=C(C21)C=CC=C3)C=3C=C2C=CC(=C(C2=CC3)C3=C(C=CC2=CC(=CC=C32)C3=CC=CC2=C3OC3=C2C=CC=C3)OCCO)OCCO 6,6'-bis-(dibenzo[b,d]furan-4-yl)-2,2'-bis-(2-hydroxyethoxy)-1,1'-binaphthyl